1-(3-cyanophenyl)-6-fluoro-9H-pyrido[3,4-b]indole C(#N)C=1C=C(C=CC1)C1=NC=CC2=C1NC1=CC=C(C=C21)F